Cl[Si](CCCC)(CCCC)Cl dichlorodi(n-butyl)silane